C(#N)C1=C(C=C(C(=O)N2CCC(CC2)N2CC(C2)(CC#N)N2N=CC(=C2)C2=C3C(=NC=C2C#N)NC=C3)C=C1)F 4-{1-[1-[1-(4-cyano-3-fluorobenzoyl)piperidin-4-yl]-3-(cyanomethyl)azetidin-3-yl]-1H-pyrazol-4-yl}-1H-pyrrolo[2,3-b]pyridine-5-carbonitrile